NC1=NC=CC(=C1[N+](=O)[O-])C=1C=NN(C1)C1=CC=C(C=N1)C(C(F)(F)F)(O)C1CCN(CC1)C(C)=O 1-(4-(1-(6-(4-(2-amino-3-nitropyridin-4-yl)-1H-pyrazol-1-yl)pyridin-3-yl)-2,2,2-trifluoro-1-hydroxyethyl)piperidin-1-yl)ethanone